C1(CC(CCC1)C(=O)Cl)C(=O)Cl Cyclohexan-1,3-dicarbonylchlorid